((5-bromo-2-methyl-1,2,3,4-tetrahydroisoquinolin-7-yl)amino)-5-((2-(1-methoxyethyl)phenyl)amino)-1,2,4-triazine-6-carboxamide BrC1=C2CCN(CC2=CC(=C1)NC=1N=NC(=C(N1)NC1=C(C=CC=C1)C(C)OC)C(=O)N)C